[OH-].[Mn+2].[Fe+2].[OH-].[OH-].[OH-] iron-manganese hydroxide